CC1=CN=C(S1)C=1C=C(C(=O)N[C@H](C)C=2C=NC(=NC2)C(F)(F)F)C=C(C1)O[C@@H]1OCCC1 3-(5-methyl-1,3-thiazol-2-yl)-5-[(2S)-tetrahydro-furan-2-yloxy]-N-{(1R)-1-[2-(trifluoromethyl)pyrimidin-5-yl]ethyl}benzamide